2-(1-(2-(4-(1-(4-hydroxyphenyl)-2-phenylbut-1-en-1-yl)phenoxy)ethyl)piperidin-4-yl)acetamide OC1=CC=C(C=C1)C(=C(CC)C1=CC=CC=C1)C1=CC=C(OCCN2CCC(CC2)CC(=O)N)C=C1